CN([C@@H](C)C(=O)N[C@@H](C)C(=O)N[C@@H](CC(N)=O)C(=O)O)C(CC1=CC=NC=C1)=O N-Methyl-N-(pyridin-4-ylacetyl)-L-alanyl-L-alanyl-L-asparagin